6-(benzylthio)-1-(2-cyclopropoxy-5-fluoro-4-((1S,2S)-2-(trifluoromethyl)cyclopropyl)phenyl)quinolin-2(1H)-one C(C1=CC=CC=C1)SC=1C=C2C=CC(N(C2=CC1)C1=C(C=C(C(=C1)F)[C@@H]1[C@H](C1)C(F)(F)F)OC1CC1)=O